CC=1C=C(C=CC1)C1=C(C=C(C=C1OC(OCCOCCOCCOCCOC)C)CCCCC)OC(OCCOCCOCCOCCOC)C 15,15'-((3'-methyl-4-pentyl-[1,1'-biphenyl]-2,6-diyl)bis(oxy))bis(2,5,8,11,14-pentaoxahexadecane)